1-(2-chloro-4-cyanophenyl)piperidine-4-carboxylic acid ClC1=C(C=CC(=C1)C#N)N1CCC(CC1)C(=O)O